2-(4-methylphenyl)-7-(piperazin-1-yl)-4H-pyrido[1,2-a]pyrimidin-4-one CC1=CC=C(C=C1)C=1N=C2N(C(C1)=O)C=C(C=C2)N2CCNCC2